ClC1=C(C(=NN1C)C1=CC(=CC=C1)C(F)(F)F)C=O 5-CHLORO-1-METHYL-3-[3-(TRIFLUOROMETHYL)PHENYL]-1H-PYRAZOLE-4-CARBOXALDEHYDE